2-[(tert-butylamino)methyl]-5-[(7-chloroquinolin-4-yl)amino]phenol C(C)(C)(C)NCC1=C(C=C(C=C1)NC1=CC=NC2=CC(=CC=C12)Cl)O